FC(C(C(C(F)(F)F)(F)F)(F)F)(S(=O)(=O)OC1=CC=C(C=C1)C=C)F 4-vinylphenyl 1,1,2,2,3,3,4,4,4-nonafluorobutane-1-sulfonate